7-(Methylthio)-5-phenyl-[1,2,4]triazolo[4,3-c]pyrimidine-8-carbonitrile CSC1=C(C=2N(C(=N1)C1=CC=CC=C1)C=NN2)C#N